C1(CC1)C=1C=C(C=C(C1)C1=C(C=C(C=C1)F)C1=NN=CN1C)C=1OC2=C(N1)C=C(C=C2C(F)(F)F)C=O 2-[5-Cyclopropyl-4'-fluoro-2'-(4-methyl-1,2,4-triazol-3-yl)-[1,1'-biphenyl]-3-yl]-7-(trifluoromethyl)-1,3-benzoxazole-5-carbaldehyde